4-[3-[(3R,9aS)-3-(5-chloro-2-oxo-1H-pyridin-3-yl)-3,4,6,7,9,9a-hexahydro-1H-pyrazino[2,1-c][1,4]oxazine-8-carbonyl]-2-chloro-5-fluoro-phenyl]-1H-pyrrole-2-carbonitrile ClC=1C=C(C(NC1)=O)[C@@H]1CN2[C@H](CO1)CN(CC2)C(=O)C=2C(=C(C=C(C2)F)C=2C=C(NC2)C#N)Cl